COCCOC1=CC(=C(C#N)C=C1)N1C=NC(=C1)[N+](=O)[O-] 4-(2-methoxyethoxy)-2-(4-nitro-1H-imidazol-1-yl)benzonitrile